6-methylene-1,4-oxaazepane-4-carboxylic acid tert-butyl ester C(C)(C)(C)OC(=O)N1CCOCC(C1)=C